C(C1=CC=CC=C1)OC1N(N2C(C(N1[C@@H](C)C=C)=O)=CC(C(=C2)C(=O)NCC2=C(C=C(C=C2)F)F)=O)C(C)C=C benzyloxy-3-((S)-but-3-en-2-yl)-1-(but-3-en-2-yl)-4,6-dioxo-N-(2,4-difluorobenzyl)-2,3,4,6-tetrahydro-1H-pyrido[2,1-f][1,2,4]triazine-7-carboxamide